O=C1CCC(C12CCN(CC2)C=2C=C1C(=CN(C1=CC2)S(=O)(=O)CC2=CC=CC=C2)C=O)=O 5-(1,4-dioxo-8-azaspiro[4.5]decan-8-yl)-1-toluenesulfonyl-1H-indole-3-carbaldehyde